n-octyltrimethoxysilane CCCCCCCC[Si](OC)(OC)OC